CN1N=C(C(=C1O)C=1C=C2C(=CN1)N(N=C2C#C[Si](C(C)C)(C(C)C)C(C)C)C2OCCCC2)C 2,5-dimethyl-4-[1-tetrahydropyran-2-yl-3-(2-triisopropylsilylethynyl)pyrazolo[3,4-c]pyridin-5-yl]pyrazol-3-ol